(R)-3-((8-methoxy-2-(6-methoxypyridin-3-yl)-2,3-dihydrobenzo[b][1,4]dioxin-6-yl)methyl)-6-((1-methylazetidin-3-yl)oxy)-3H-imidazo[4,5-b]pyridine COC1=CC(=CC2=C1O[C@@H](CO2)C=2C=NC(=CC2)OC)CN2C=NC=1C2=NC=C(C1)OC1CN(C1)C